tert-butyl ((3-chlorothiophen-2-yl)methyl)carbamate ClC1=C(SC=C1)CNC(OC(C)(C)C)=O